7-[1-(1-methylisoquinolin-6-yl)-3-[4-(trifluoromethyl)phenyl]-1H-pyrazol-4-yl]-7,8-dihydro-1,7-naphthyridin-8-one CC1=NC=CC2=CC(=CC=C12)N1N=C(C(=C1)N1C=CC=2C=CC=NC2C1=O)C1=CC=C(C=C1)C(F)(F)F